2-chloro-N,N-dimethyl-4-(2-(7-((R or S)-3,3,3-trifluoro-2-hydroxy-2-phenylpropanoyl)-7-azaspiro[3.5]nonan-2-yl)ethoxy)benzamide ClC1=C(C(=O)N(C)C)C=CC(=C1)OCCC1CC2(C1)CCN(CC2)C([C@@](C(F)(F)F)(C2=CC=CC=C2)O)=O |o1:25|